2-((2R,5S)-2-(2-(3-((dimethylamino)methyl)oxetan-3-yl)benzo[d]thiazol-5-yl)-5-methylpiperidin-1-yl)-N-(imidazo[1,2-a]pyridin-7-yl)-2-oxoacetamide CN(C)CC1(COC1)C=1SC2=C(N1)C=C(C=C2)[C@@H]2N(C[C@H](CC2)C)C(C(=O)NC2=CC=1N(C=C2)C=CN1)=O